(1s,4s)-4-(trifluoro-methoxy)cyclohexan-1-amine FC(OC1CCC(CC1)N)(F)F